1-(4-Chloro-3-cyclopropylphenyl)piperazine ClC1=C(C=C(C=C1)N1CCNCC1)C1CC1